C(CC)OC(N(C)C)OCCC Dimethyl-formamide di-n-propyl acetal